SCC1CCCCCCCNC1=O 9-Mercaptomethyl-10-oxo-azecane